CC1N2C(OCC1)=C(C=N2)S(=O)(N)=N 7-methyl-6,7-dihydro-5H-pyrazolo[5,1-b][1,3]oxazine-3-sulfonimidamide